FC1(C(CNCC1)(C)C=1C=CC(NC1)=O)F 5-(4,4-difluoro-3-methylpiperidin-3-yl)pyridin-2(1H)-one